C1(=CC=CC=C1)CCC(C)C1=CC=CC=C1 1,3-Diphenylbutane